4-(3,5-di-tert-butyl-4-hydroxyphenyl)-3,3-difluoro-8-methoxy-2-phenylchroman-2-ol C(C)(C)(C)C=1C=C(C=C(C1O)C(C)(C)C)C1C(C(OC2=C(C=CC=C12)OC)(O)C1=CC=CC=C1)(F)F